diethyl((((3aR,4R,6R,6aS)-6-((2-chloro-4-(methylamino)pyrrolo[2,1-f][1,2,4]triazin-7-yl)methyl)-2,2-dimethyltetrahydrofuro[3,4-d][1,3]dioxol-4-yl)methoxy)methyl)phosphonate C(C)OP(OCC)(=O)COC[C@H]1O[C@@H]([C@@H]2OC(O[C@@H]21)(C)C)CC2=CC=C1C(=NC(=NN12)Cl)NC